6-amino-N-(5-bromo-6-(o-tolyl)pyridin-2-yl)pyridine-2-sulfonamide NC1=CC=CC(=N1)S(=O)(=O)NC1=NC(=C(C=C1)Br)C1=C(C=CC=C1)C